methyl (3S,4S)-4-[[7-([2-fluoro-4-[3-(hydroxymethyl)pyrazol-1-yl]phenyl]amino)-1,6-naphthyridin-2-yl]amino]piperidine-3-carboxylate FC1=C(C=CC(=C1)N1N=C(C=C1)CO)NC1=NC=C2C=CC(=NC2=C1)N[C@@H]1[C@H](CNCC1)C(=O)OC